C(C)(=O)O[C@@H]1[C@H](O[C@@H]([C@H]([C@H]1OC(C)=O)OC(C)=O)OC=1C=NC(=CC1)NC(=O)NCCCCC#C)CCP(=O)(OCC)OCC (2R,3R,4S,5S,6R)-2-(2-(diethoxyphosphoryl)ethyl)-6-((6-(3-(hex-5-yn-1-yl)ureido)pyridin-3-yl)oxy)tetrahydro-2H-pyran-3,4,5-triyl triacetate